2-amino-5-[2-(2-carbamoylallyl)-3-oxo-1H-benzo[e]isoindol-8-yl]-N-ethyl-3-(trifluoromethoxy)benzamide NC1=C(C(=O)NCC)C=C(C=C1OC(F)(F)F)C=1C=CC2=C(C=3CN(C(C3C=C2)=O)CC(=C)C(N)=O)C1